C1(CC1)S(=O)(=O)N1N=C2C(=C1)CN(C2)[C@@H]2C[C@@H]([C@H](O[C@@H]2C(F)(F)F)C2=C(C=CC(=C2)F)F)NC(OC(C)(C)C)=O tert-butyl ((2R,3S,5R,6S)-5-(2-(cyclopropylsulfonyl)pyrrolo[3,4-c]pyrazol-5(2H,4H,6H)-yl)-2-(2,5-difluorophenyl)-6-(trifluoromethyl)tetrahydro-2H-pyran-3-yl)carbamate